FC1=CC=C(CC2=CC3=C(OC[C@@H](N3)C)N=C2C(=O)NC)C=C1 (S)-7-(4-fluorobenzyl)-N,2-dimethyl-2,3-dihydro-1H-pyrido[2,3-b][1,4]oxazine-6-carboxamide